6-hydroxy-2-azaspiro[3.3]heptan OC1CC2(CNC2)C1